7-(2,8-dimethylimidazo[1,2-b]pyridazin-6-yl)-2-[(3S)-3-methylpiperazin-1-yl]thiazolo[3,2-a]pyrimidin-5-one CC=1N=C2N(N=C(C=C2C)C=2N=C3N(C(C2)=O)C=C(S3)N3C[C@@H](NCC3)C)C1